CC1=C(N=NC(=C1)N[C@H]1CN(CCC1)C)C1=C(C=2CCCC2C=C1)O (R)-5-(4-methyl-6-((1-methylpiperidin-3-yl)amino)pyridazin-3-yl)-2,3-dihydro-1H-inden-4-ol